4,4'-(1,3-phenylenedi(propane-2,2-diyl))diphenol C1(=CC(=CC=C1)C(C)(C)C1=CC=C(C=C1)O)C(C)(C)C1=CC=C(C=C1)O